7-hydroxy-6-methoxy-4-methyl-3-(2-oxo-2-(2-oxa-6-azaspiro[3.3]heptan-6-yl)ethyl)-2H-chromen-2-one OC1=C(C=C2C(=C(C(OC2=C1)=O)CC(N1CC2(COC2)C1)=O)C)OC